N-(3-(8-((5R,6S)-6-fluoro-1-methyl-1,4-diazepan-5-yl)-3-(2,2,2-trifluoroethyl)imidazo[1,2-a]pyridin-2-yl)prop-2-yn-1-yl)-2-methoxy-4-(methylsulfonyl)aniline F[C@@H]1[C@H](NCCN(C1)C)C=1C=2N(C=CC1)C(=C(N2)C#CCNC2=C(C=C(C=C2)S(=O)(=O)C)OC)CC(F)(F)F